ClC1=CC(=C(C=C1)C1=NC(=NC2=C1N=C(N(C2=O)C)C)N2CC(OCC2)C=2OC(=NN2)C)F 8-(4-chloro-2-fluorophenyl)-2,3-dimethyl-6-(2-(5-methyl-1,3,4-oxadiazol-2-yl)morpholino)pyrimido[5,4-d]pyrimidin-4(3H)-one